N[C@H](C(=O)O)CC1=C(C(=CC=C1)OCB(O)O)F (2S)-2-amino-3-{3-[(dihydroxyboranyl)methoxy]-2-fluorophenyl}propanoic acid